(E)-1-(2,4-Dihydroxyphenyl)-3-[3-(4-hydroxy-3-methoxyphenyl)-2-(hydroxymethyl)-2,3-dihydro-1,4-benzodioxin-6-yl]prop-2-en-1-one OC1=C(C=CC(=C1)O)C(\C=C\C1=CC2=C(OC(C(O2)C2=CC(=C(C=C2)O)OC)CO)C=C1)=O